C(=O)(O)C12CCC(CC1)(CC2)NCC=2C(=CC(=NC2)C(=O)N)C2CC2 5-(((4-carboxybicyclo[2.2.2]oct-1-yl)amino)methyl)-4-cyclopropylpyridinamide